2'-chloro-6-(cyclopropoxymethyl)-5'-methoxy-(4,4'-bipyridine)-3-carboxylic Acid ClC1=NC=C(C(=C1)C1=C(C=NC(=C1)COC1CC1)C(=O)O)OC